N(=O)C1=C(C=CC2=CC=C(C=C12)O)O 1-nitroso-2,7-naphthalenediol